FC1=C(C(=CC=C1C1CN(CCC1)CCC(C)C)O)N1CC(NS1(=O)=O)=O 5-(2-fluoro-6-hydroxy-3-(1-isopentylpiperidin-3-yl)phenyl)-1,2,5-thiadiazolidin-3-one 1,1-dioxide